methyl 4,4-difluoro-2-methylsulfonyloxy-butanoate FC(CC(C(=O)OC)OS(=O)(=O)C)F